acetaldehyde bis(methoxyethyl) acetal COCCOC(C)OCCOC